C(C)(C)(C)C1=C(C(=CC(=C1)C(C)(C)C)N1N=C2C(=N1)C=CC(=C2)Cl)O 2,4-ditertbutyl-6-(5-chlorobenzotriazole-2-yl)phenol